C(C)(C)(C)P(C1=C(C(=C(C(=C1C)C)C)C)C1=C(C=C(C=C1C(C)C)C(C)C)C(C)C)C(C)(C)C Di-tert-butyl-[3,4,5,6-tetramethyl-2',4',6'-tri(propan-2-yl)biphenyl-2-yl]Phosphine